NC1=CC(=C2O[C@@H](CCCC(C[C@@](C3=NN=C(C1=N2)O3)(C(F)(F)F)OCC3=CC=CC=C3)O)C)C(F)(F)F (6R,12R)-17-Amino-6-benzyloxy-12-methyl-6,15-bis(trifluoromethyl)-13,19-dioxa-3,4,18-triazatricyclo[12.3.1.12,5]nonadeca-1(18),2,4,14,16-pentaen-8-ol